N2-(2-(1H-1,2,4-triazol-1-yl)ethyl)-N4-cyclohexyl-[1,1'-biphenyl]-2,4-diamine N1(N=CN=C1)CCNC=1C(=CC=C(C1)NC1CCCCC1)C1=CC=CC=C1